2-acetyl-benzothiophene oxime C(C)(C=1SC2=C(C1)C=CC=C2)=NO